(4-fluorophenyl)(6-(methyl-(7H-pyrrolo[2,3-d]pyrimidin-4-yl)amino)-2-azaspiro[3.3]heptan-2-yl) methyl ketone CC(=O)N1C(C2(C1)CC(C2)N(C=2C1=C(N=CN2)NC=C1)C)C1=CC=C(C=C1)F